(2S,4R)-4-hydroxy-1-[(2S)-2-[4-(6-isoquinolyl)triazol-1-yl]-3,3-dimethyl-butanoyl]-N-methyl-pyrrolidine-2-carboxamide O[C@@H]1C[C@H](N(C1)C([C@H](C(C)(C)C)N1N=NC(=C1)C=1C=C2C=CN=CC2=CC1)=O)C(=O)NC